tert-butyl (2S,3R)-2-(benzyloxycarbonylamino)-3-hydroxy-butanoate C(C1=CC=CC=C1)OC(=O)N[C@H](C(=O)OC(C)(C)C)[C@@H](C)O